C(C)(C)(C)N(C(O)=O)C1CCN(CC1)C1=C(C(=NC=C1C=O)OC)Br.N(=C=S)C1=CC=C(C=C1)S(=O)(=O)NC1=CC(=C(C(=C1)Cl)Cl)Cl 4-isothiocyanato-N-(3,4,5-trichlorophenyl)benzenesulfonamide tert-butyl-(1-(3-bromo-5-formyl-2-methoxypyridin-4-yl)piperidin-4-yl)carbamate